COC(=O)C=1C=C(C(=O)NCCC(=O)NC=2SC(=C(N2)C)C(=O)OCC)C=C(C1)\C=C\C1=CC=CC=C1 Ethyl 2-[3-[[3-methoxycarbonyl-5-[(E)-styryl] benzoyl] amino] propionylamino]-4-methyl-thiazole-5-carboxylate